N-(3-chloro-5-cyanophenyl)-5-hydroxy-N-((1S,2S)-2-hydroxycyclohexyl)-6-(hydroxymethyl)-3-methoxytetrahydro-2H-pyran-2-carboxamide ClC=1C=C(C=C(C1)C#N)N(C(=O)C1OC(C(CC1OC)O)CO)[C@@H]1[C@H](CCCC1)O